FC=1C=NC(=NC1)N1CCC(CC1)OC[C@H]1[C@H]([C@@H]2[C@H](N1C(=O)OC(C)C)CCC2)NS(=O)(=O)C Isopropyl (2R,3S,3aS,6aR)-2-(((1-(5-fluoropyrimidin-2-yl)piperidin-4-yl)oxy)methyl)-3-(methylsulfonamido)hexahydrocyclopenta[b]pyrrole-1(2H)-carboxylate